1-{4-[(2-chlorobenzyl)oxy]phenyl}ethanone ClC1=C(COC2=CC=C(C=C2)C(C)=O)C=CC=C1